C(C)C=1C(=CC=C2C=C(C=C(C12)C1=C(C=2N=C(N=C(C2C=N1)N1C[C@H](CCC1)C(=O)N)OC[C@]12CCCN2C[C@@H](C1)F)F)O)F (S)-1-(7-(8-Ethyl-7-fluoro-3-hydroxynaphthalen-1-yl)-8-fluoro-2-(((2R,7aS)-2-fluorotetrahydro-1H-pyrrolizin-7a(5H)-yl)methoxy)pyrido[4,3-d]pyrimidin-4-yl)piperidine-3-carboxamide